C(C)(=O)NC1=CC=C(C=C1)C=1NC2=CC=C(C=C2C1F)NC([C@H]1N(CCC1)C([C@@H](C1=CC=CC=C1)N(C)C)=O)=O N-{2-[4-(acetylamino)phenyl]-3-fluoro-1H-indol-5-yl}-1-[(2R)-2-(dimethylamino)-2-phenylacetyl]-L-prolinamide